NC1=CC(=NO1)C1CCN(CC1)C(=O)C1=C(C=C(C=C1)C(F)(F)F)Cl (4-(5-aminoisoxazol-3-yl)piperidin-1-yl)(2-chloro-4-(trifluoromethyl)phenyl)methanone